C(CCC(=O)C)(=O)OCC1=CC(=C(C=C1C(=O)[O-])OC)[N+](=O)[O-] 6-(levulinyloxymethyl)-3-methoxy-4-nitrobenzoate